C(C)(C)C=1C=CC(=C(OCC(=O)O)C1)C 2-(5-isopropyl-2-methylphenoxy)acetic acid